FC1=C(C(=O)NC2=C(C=C(C=C2OC(F)(F)F)C(C(F)(F)F)(C(F)(F)F)F)I)C=CC=C1NC 2-fluoro-N-(2-iodo-4-(perfluoropropan-2-yl)-6-(trifluoromethoxy)phenyl)-3-(methylamino)benzamide